CN1CC(CC1)C(=O)OCCOCCOCCOCCOCC(COCCCCCCCC(OC(CCCCCCCC)CCCCCCCC)=O)OCCCCCCCC(=O)OC(CCCCCCCC)CCCCCCCC 2-[2-[2-[2-[2,3-bis[8-(1-octylnonoxy)-8-oxo-octoxy]propoxy]ethoxy]ethoxy]ethoxy]ethyl 1-methylpyrrolidine-3-carboxylate